(3R*,5R*)-5-{2-[(4-{[(2R)-1-methoxypropan-2-yl]amino}cyclohexyl)amino]pyrimidin-5-yl}oxolan-3-yl N-[(2S)-butan-2-yl]carbamate C[C@@H](CC)NC(O[C@H]1CO[C@H](C1)C=1C=NC(=NC1)NC1CCC(CC1)N[C@@H](COC)C)=O |o1:7,10|